N-(1,1-dimethylsilolan-3-yl)-4,5-difluoro-6-methyl-1H-pyrrolo[2,3-b]pyridine-2-carboxamide C[Si]1(CC(CC1)NC(=O)C1=CC=2C(=NC(=C(C2F)F)C)N1)C